(4-(bis(2,4-dimethoxybenzyl)amino)-2-(pent-2-yloxy)imidazo[2,1-f][1,2,4]triazin-7-yl)(tetrahydro-2H-pyran-4-yl)methanol COC1=C(CN(C2=NC(=NN3C2=NC=C3C(O)C3CCOCC3)OC(C)CCC)CC3=C(C=C(C=C3)OC)OC)C=CC(=C1)OC